C(CCCCCCCCCCC)SC(C)CC(CCCC)=O 2-(dodecyl-thio)-4-octanone